C(C)(C)(C)OC(=O)N(C)CC1CN(C1)C1=NOC(=C1)C(C(=O)OCC)C(C)C Ethyl 2-[3-[3-[[tert-butoxycarbonyl(methyl)amino]methyl]azetidin-1-yl]isoxazol-5-yl]-3-methyl-butanoate